N-(3-chloro-5-(methylsulfonyl)phenyl)-4-(3-chloro-5-fluoropyridin-2-yl)-5-methylthiophene-2-carboxamide ClC=1C=C(C=C(C1)S(=O)(=O)C)NC(=O)C=1SC(=C(C1)C1=NC=C(C=C1Cl)F)C